CC1(OCC=2C=NC(=CC21)C(=O)OC)C methyl 1,1-dimethyl-3H-furo[3,4-c]pyridine-6-carboxylate